BrC=1C=2N(N=C(C1)Cl)C(=C(N2)C2CC2)F 8-bromo-6-chloro-2-cyclopropyl-3-fluoroimidazo[1,2-b]pyridazine